N1(N=CC=C1)C=1C=C(C=CC1)C1=CC(=NN1)NC1=C(C=C(C=C1)NS(=O)(=O)C)C N-(4-((5-(3-(1H-pyrazol-1-yl)phenyl)-1H-pyrazol-3-yl)amino)-3-methylphenyl)methanesulfonamide